3-(6-(4-(3H-imidazo[4,5-b]pyridin-7-yl)-1H-pyrazol-1-yl)pyridin-3-yl)-4,4,4-trifluoro-N-methylbutan-1-amine N1=CNC2=NC=CC(=C21)C=2C=NN(C2)C2=CC=C(C=N2)C(CCNC)C(F)(F)F